2-[2,2-bis(2-hydroxyphenyl)-ethyl]-N-methylpiperidine hydrochloride Cl.OC1=C(C=CC=C1)C(CC1N(CCCC1)C)C1=C(C=CC=C1)O